BrC=1C=NC(=NC1)C(C(=O)OCC)(C)C ethyl 2-(5-bromopyrimidin-2-yl)-2-methyl-propanoate